NC1=C2C=CC(=CC2=CC=C1)C=1C=C2C(=NN(C2=CC1)C(C)C)COC1=C(C=CC=C1)CC(=O)O 2-(2-((5-(5-aminonaphthalen-2-yl)-1-isopropyl-1H-indazol-3-yl)methoxy)phenyl)acetic acid